dimethyl-sulfamide fluoride [F-].CNS(=O)(=O)NC